NC=1C=NC2=CC(=CC=C2C1)Cl 3-amino-7-chloroquinolin